6-(2-amino-6-fluoro-5-(4-((trifluoromethyl)sulfonyl)phenyl)pyridin-3-yl)-3,4-dihydroisoquinolin-1(2H)-one NC1=NC(=C(C=C1C=1C=C2CCNC(C2=CC1)=O)C1=CC=C(C=C1)S(=O)(=O)C(F)(F)F)F